C(CCCCCCCCCCCCCCCC)C(=O)O heptadecylcarboxylic acid